BrC1=C(C=C(C=C1OC)NC=C(C(=O)OCC)C(=O)OCC)F Diethyl 2-(((4-Bromo-3-fluoro-5-methoxyphenyl)amino)methylene)malonate